5,5-dioxo-6,7-dihydro-4H-pyrazolo[5,1-c][1,4]thiazin-2-amine O=S1(CC=2N(CC1)N=C(C2)N)=O